CC1=C(C(=O)NC2=C(C=C(C=C2)S(N[C@H](C)C2CCNCC2)(=O)=O)C)C=CC=C1 (R)-2-methyl-N-(2-methyl-4-(N-(1-(piperidin-4-yl)ethyl)sulfamoyl)phenyl)benzamide